(R)-5-(2-(dimethylamino)ethoxy)-N-(1-(3-(1-ethyl-1H-pyrazol-3-yl)-5-(1-((tetrahydro-2H-pyran-4-yl)methyl)-1H-pyrazol-4-yl)phenyl)ethyl)-2-methylbenzamide CN(CCOC=1C=CC(=C(C(=O)N[C@H](C)C2=CC(=CC(=C2)C=2C=NN(C2)CC2CCOCC2)C2=NN(C=C2)CC)C1)C)C